3-fluoro-5-methyl-4-(thiazol-2-yloxy)aniline FC=1C=C(N)C=C(C1OC=1SC=CN1)C